F[13C]([13C](=O)O)([13C]([13C](F)(F)F)(F)F)F perfluorobutyric acid-13C4